1-(5-bromo-2,3-dihydrobenzofuran-2-carbonyl)-2-methylindoline-6-sulfonamide BrC=1C=CC2=C(CC(O2)C(=O)N2C(CC3=CC=C(C=C23)S(=O)(=O)N)C)C1